CS(=O)(=O)N1CCC(CC1)NC1=NC=C(C(=N1)C=1N=CN(C1)C=1C(=NC=CC1)C#N)C(F)(F)F 3-(4-(2-((1-(methylsulfonyl)piperidin-4-yl)amino)-5-(trifluoromethyl)pyrimidin-4-yl)-1H-imidazol-1-yl)picolinonitrile